(4-(2-(4-bromophenyl)-1-methoxypropan-2-yl)thiazol-2-yl)acetamide BrC1=CC=C(C=C1)C(COC)(C)C=1N=C(SC1)CC(=O)N